6-(5-fluoro-2-(((3S,4R)-3-hydroxytetrahydro-2H-pyran-4-yl)amino)pyrimidin-4-yl)-4-isopropyl-N-methyl-quinoline-3-carboxamide FC=1C(=NC(=NC1)N[C@H]1[C@@H](COCC1)O)C=1C=C2C(=C(C=NC2=CC1)C(=O)NC)C(C)C